2-ethyl-5,11-dioxo-6,12-bis(o-tolyloxycarbonyloxy)naphthonaphthalene C(C)C=1C=CC2=C3C(C(C(=C2C1)OC(=O)OC1=C(C=CC=C1)C)=O)=C1C=CC=CC1=C(C3=O)OC(=O)OC3=C(C=CC=C3)C